FC(C1CC(NC1)=O)F 4-(difluoromethyl)pyrrolidin-2-one